6-bromo-3-(4-chloro-phenyl)-4-fluoro-3-hydroxy-2-{4-[(triisopropylsilyl)-ethynyl]-benzyl}-2,3-dihydro-isoindol-1-one BrC1=CC(=C2C(N(C(C2=C1)=O)CC1=CC=C(C=C1)C#C[Si](C(C)C)(C(C)C)C(C)C)(O)C1=CC=C(C=C1)Cl)F